N1C=C([C@@H](C1)O)O (3R,4R)-3,4-pyrrolinediol